bis[2-hydroxy-3-(2-hydroxy-5-methylbenzyl)-4-ethylphenyl]methane OC1=C(C=CC(=C1CC1=C(C=CC(=C1)C)O)CC)CC1=C(C(=C(C=C1)CC)CC1=C(C=CC(=C1)C)O)O